[Al+3].[Cr](=O)([O-])[O-].[Cr](=O)([O-])[O-].[Cr](=O)([O-])[O-].[Al+3] chromite aluminum